methoxyl-1-pyridinamine O(C)C1N(C=CC=C1)N